ethyl 2-((3-(5-chloro-2-methylphenyl)-5-(piperidin-1-yl)pentyl)(methyl)amino)-2-(4-fluoro-3-methyl-2-((1r,4r)-4-(trifluoromethoxy)cyclohexyl)-phenyl)acetate ClC=1C=CC(=C(C1)C(CCN(C(C(=O)OCC)C1=C(C(=C(C=C1)F)C)C1CCC(CC1)OC(F)(F)F)C)CCN1CCCCC1)C